(2r,3aR,5r,6aS)-5-((2-amino-7-(1H-pyrazol-5-yl)quinazolin-4-yl)amino)octahydropentalen-2-ol NC1=NC2=CC(=CC=C2C(=N1)NC1C[C@@H]2CC(C[C@@H]2C1)O)C1=CC=NN1